COC1=CC=C(C=C1)COCCN(C(C#CC(SC)=O)(C)C)C S-methyl 4-[2-[(4-methoxyphenyl)methoxy]ethylmethyl-amino]-4-methyl-pent-2-ynethioate